N'-((1,2,3,5,6,7-hexahydro-s-indacen-4-yl)carbamoyl)-N-methylmethane-sulfonimidamide C1CCC2=C(C=3CCCC3C=C12)NC(=O)N=S(=O)(NC)C